C1(CC1)CCN1CC(CNCCCNCCC1)C (2-cyclopropylethyl)-3-methyl-1,5,9-triazacyclododecan